(R)-N-(1-cyanopyrrolidin-3-yl)-2-fluoro-4-(2-methyl-3H-pyrrolo[2,3-d]pyrimidin-4-yl)benzamide C(#N)N1C[C@@H](CC1)NC(C1=C(C=C(C=C1)C1=C2C(N=C(N1)C)=NC=C2)F)=O